COC([C@H](C[C@@H](C(=O)OC)OC1=C(C=NC=C1)[N+](=O)[O-])NC(=O)OC(C)(C)C)=O.C(C1=CC=CC=C1)N(S(=O)(=O)C1=CC=CC=C1)C1=CC(=C(C=C1)N1C(N(CCC1)C)=O)C#N N-benzyl-N-(3-cyano-4-(3-methyl-2-oxotetrahydropyrimidin-1(2H)-yl)phenyl)benzenesulfonamide dimethyl-(2S,4S)-2-((tert-butoxycarbonyl)amino)-4-((3-nitropyridin-4-yl)oxy)pentanedioate